N-(4-Aminosulfonylphenyl)methacrylamide NS(=O)(=O)C1=CC=C(C=C1)NC(C(=C)C)=O